3-[5-benzyloxy-1-(4-fluoro-3-methyl-phenyl)-2-tetrahydropyran-4-yl-indol-3-yl]-1-(difluoro-methyl)cyclobutanecarboxylic acid C(C1=CC=CC=C1)OC=1C=C2C(=C(N(C2=CC1)C1=CC(=C(C=C1)F)C)C1CCOCC1)C1CC(C1)(C(=O)O)C(F)F